C[Si](OC[C@H]1[C@@H](C[C@@H]2O[C@H](CC=C[C@@H]21)CCS(=O)(=O)[O-])OC2OCCCC2)(C(C)(C)C)C [(2R,5aR,6S,7R,8aS)-6-({[dimethyl(2-methyl-2-propanyl)silyl]oxy}methyl)-7-(tetrahydro-2H-pyran-2-yloxy)-3,5a,6,7,8,8a-hexahydro-2H-cyclopenta[b]oxepin-2-yl]methylmethanesulfonate